(R)-6-(1H-Imidazol-1-yl)-4-methyl-N-(1-(methylsulfonyl)piperidin-3-yl)picolinamide N1(C=NC=C1)C1=CC(=CC(=N1)C(=O)N[C@H]1CN(CCC1)S(=O)(=O)C)C